δ-bromo-γ-keto-isoleucine BrCC([C@@H]([C@H](N)C(=O)O)C)=O